meta-cresyl phenyl ether C1(=CC=CC=C1)OC1=CC(=CC=C1)C